CC(CO)=CC(CC=C)C 2,4-dimethyl-2,6-heptandienol